The molecule is an omega-hydroxy fatty acid that is octacosanoic acid substituted by a hydroxy group at position 28. It derives from an octacosanoic acid. C(CCCCCCCCCCCCCC(=O)O)CCCCCCCCCCCCCO